FC(C(=C)C(F)(F)F)(F)F 3,3,3-trifluoro-2-(trifluoromethyl)propene